[OH-].[Na+].C1(CCC(=O)O1)=O succinic anhydride sodium hydroxide